C1(=CC=CC=C1)C1=NC(=CC=C1C1=C(C#N)C(=C(C(=C1C1=CC=CC=2C3=CC=CC=C3N(C12)C1=CC=CC=C1)C1=CC=CC=2C3=CC=CC=C3N(C12)C1=CC=CC=C1)C1=CC=CC=2C3=CC=CC=C3N(C12)C1=CC=CC=C1)C1=CC=CC=2C3=CC=CC=C3N(C12)C1=CC=CC=C1)C1=CC=CC=C1 2-(2,6-diphenylpyridin-3-yl)-3,4,5,6-tetrakis(9-phenyl-9H-carbazol-1-yl)benzonitrile